2-((5-(2-(2,6-dimethyl-6-(methylamino)hept-3-yl)-2,6-diazaspiro[3.4]oct-6-yl)-1,2,4-triazin-6-yl)oxy)-N-ethyl-5-fluoro-N-isopropylbenzamide hydrochloride Cl.CC(C)C(CCC(C)(NC)C)N1CC2(C1)CN(CC2)C=2N=CN=NC2OC2=C(C(=O)N(C(C)C)CC)C=C(C=C2)F